Methanol methyl-glycolate CC(C(=O)OC)O